1-(6-Fluoro-4-(4-fluorophenyl)-3,4-dihydroquinoxaline-1(2H)-yl)-3-(4-methylpiperazin-1-yl)propan-1-one FC=1C=C2N(CCN(C2=CC1)C(CCN1CCN(CC1)C)=O)C1=CC=C(C=C1)F